[F-].[F-].[F-].[F-].[Li+].[Gd+3] gadolinium lithium tetrafluoride